(7-((3-Chloro-4-methoxypyridin-2-yl)oxy)-2-azaspiro[3.5]nonan-2-yl)((1s,3s)-3-hydroxy-3-methylcyclobutyl)methanon ClC=1C(=NC=CC1OC)OC1CCC2(CN(C2)C(=O)C2CC(C2)(C)O)CC1